CS(=O)(=O)OCC1CN(CCO1)C(=O)OC(C)(C)C tert-butyl 2-(methylsulfonyloxymethyl)morpholine-4-carboxylate